FC=1C=C(C=C(C1C)[N+](=O)[O-])C1=CN=C(O1)C1CN(C1)C(=O)OC methyl 3-(5-(3-fluoro-4-methyl-5-nitrophenyl)oxazol-2-yl)azetidine-1-carboxylate